(S)-methyl 2-(4-benzyl-3,6-dioxopiperazin-2-yl)acetate C(C1=CC=CC=C1)N1C([C@@H](NC(C1)=O)CC(=O)OC)=O